ClC=1C(=NC(=C(C(=O)NC2=CC(=C(C=C2)C)C(N)=NO)C1)N1CCC(CCC1)(F)F)C 5-chloro-2-(4,4-difluoroazepan-1-yl)-N-(3-(N'-hydroxycarbamimidoyl)-4-methylphenyl)-6-methylnicotinamide